phenyl-thioketen C1(=CC=CC=C1)C=C=S